methyl N-[5-[6-[methyl(m-tolyl)carbamoyl]imidazo[1,2-a]pyridin-3-yl]-2-pyridyl]carbamate CN(C(=O)C=1C=CC=2N(C1)C(=CN2)C=2C=CC(=NC2)NC(OC)=O)C=2C=C(C=CC2)C